C(CCC)OF Perfluoro butyl ether